3-(4-isopropoxyphenyl)azetidine hydrochloride Cl.C(C)(C)OC1=CC=C(C=C1)C1CNC1